7-(3-hydroxy-3-methylbutan-2-yl)-5-(trifluoromethyl)pyrrolo[2,1-f][1,2,4]triazine-6-carbonitrile OC(C(C)C1=C(C(=C2C=NC=NN21)C(F)(F)F)C#N)(C)C